COC1=NC=C(C(=N1)OC)N1N=C2N=CN=C(C2=C1)N1CC(CC1)(C)C 2-(2,4-dimethoxypyrimidin-5-yl)-4-(3,3-dimethylpyrrolidin-1-yl)pyrazolo[3,4-d]pyrimidine